(S)-N-(4-(4-((2,3-dihydrobenzo[b][1,4]dioxin-2-yl)methyl)piperazin-1-yl)-1,2,5-thiadiazol-3-yl)acetamide O1C2=C(OC[C@@H]1CN1CCN(CC1)C=1C(=NSN1)NC(C)=O)C=CC=C2